n-tricosylamine C(CCCCCCCCCCCCCCCCCCCCCC)N